C(C1=CC=CC=C1)O[C@@H]1[C@@H]([C@@H]([C@H](C1)C=C)O)O (1R,2R,3S,5R)-3-(benzyloxy)-5-vinylcyclopentane-1,2-diol